ClC1=C(C=CC=C1)NC1=NC=CC=C1 N-(2-chlorophenyl)pyridin-2-amine